BrC=1C=C(CN2CCN(CC2)CC2=CC(=C(OC(C(=O)O)(C)C)C(=C2)C)C)C=CC1C(F)(F)F 2-(4-((4-(3-bromo-4-(trifluoromethyl)benzyl)piperazin-1-yl)methyl)-2,6-dimethylphenoxy)-2-methylpropanoic acid